COC1=CC=CC2=C1OC=1CN(CCC12)CCCC 4-(8-methoxy-3,4-dihydrobenzofuro[2,3-c]pyridin-2(1H)-yl)butan